((3-ethyl-5,8-difluoro-1,4-dioxo-1,4-dihydronaphthalen-2-yl)methyl)-3-fluoropicolinonitrile C(C)C1=C(C(C2=C(C=CC(=C2C1=O)F)F)=O)CC1=C(C(=NC=C1)C#N)F